C1(CCC1)[C@@H](C)N (R)-1-cyclobutylethylamine